[(R)-cyano-(3-phenoxyphenyl) methyl] (1S,3S)-3-[(Z)-2-chloro-3,3,3-trifluoroprop-1-enyl]-2,2-dimethylcyclopropane-1-carboxylate Cl\C(=C/[C@H]1C([C@H]1C(=O)O[C@H](C1=CC(=CC=C1)OC1=CC=CC=C1)C#N)(C)C)\C(F)(F)F